dimethylpropane-1,3-diamine CC(CN)(CN)C